6-fluoro-8-hydroxy-N-((1-hydroxycyclopentyl)methyl)-4-oxo-4H-chromene-carboxamide FC=1C=C2C(C=C(OC2=C(C1)O)C(=O)NCC1(CCCC1)O)=O